(E)-4-(6-(2-(3,5-dimethoxybenzylidene)hydrazine-1-carbonyl)pyrazin-2-yl)-N-(methylsulfonyl)benzamide COC=1C=C(\C=N\NC(=O)C2=CN=CC(=N2)C2=CC=C(C(=O)NS(=O)(=O)C)C=C2)C=C(C1)OC